2-(spiro[fluorene-9,9'-xanthen]-2'-yl)aniline C1=C(C=CC=2OC3=CC=CC=C3C3(C12)C1=CC=CC=C1C=1C=CC=CC13)C1=C(N)C=CC=C1